CC1=C(NC=2CC(CC(C12)=O)(C)C)C(=O)NC(C(=O)NC1=CC=C(C=C1)[N+](=O)[O-])CCCC 3,6,6-trimethyl-N-[1-(4-nitroanilino)-1-oxohexan-2-yl]-4-oxo-5,7-dihydro-1H-indole-2-carboxamide